N-(pyrrolidin-3-yl)pyrimidin-2-amine N1CC(CC1)NC1=NC=CC=N1